tert-butyl (7-fluoro-4-(8-fluoro-2-(((2R,7aS)-2-fluorotetrahydro-1H-pyrrolizin-7a(5H)-yl)methoxy)-4-hydroxy-6-(trifluoromethyl)quinazolin-7-yl) benzo[d]thiazol-2-yl)carbamate FC1=CC=C(C=2N=C(SC21)NC(OC(C)(C)C)=O)C2=C(C=C1C(=NC(=NC1=C2F)OC[C@]21CCCN1C[C@@H](C2)F)O)C(F)(F)F